N-(1-((1R,2R)-2-fluorocyclopropyl)-2-oxo-1,2-dihydropyridin-3-yl)-6-isopropoxy-2-((1S,4S)-1-methyl-2-oxabicyclo[2.2.1]heptan-4-yl)-2H-indazole-5-carboxamide F[C@H]1[C@@H](C1)N1C(C(=CC=C1)NC(=O)C1=CC2=CN(N=C2C=C1OC(C)C)[C@@]12CO[C@@](CC1)(C2)C)=O